FC(/C(/CC(=O)[O-])=N/NS(=O)(=O)C1=CC=C(C)C=C1)(F)F (E)-4,4,4-trifluoro-3-(2-tosylhydrazono)butanoate